ClC=1C(OC2=CC(=CC=C2C1C)O)=O 3-chloro-7-hydroxy-4-methyl-chromen-2-one